N-[(Ethenyloxy)carbonyl]-β-alanin C(=C)OC(=O)NCCC(=O)O